phenyl (2-fluorophenyl) sulfide FC1=C(C=CC=C1)SC1=CC=CC=C1